N2,N2,N6,N6-tetrakis(2-methoxyethyl)-8-(4-methoxypiperidin-1-yl)-N4-((1-methyl-1H-pyrazol-4-yl)methyl)pyrimido[5,4-d]pyrimidine-2,4,6-triamine COCCN(C=1N=C(C2=C(N1)C(=NC(=N2)N(CCOC)CCOC)N2CCC(CC2)OC)NCC=2C=NN(C2)C)CCOC